5-[[2-[(2S,5R)-5-methyl-2-[4-(methylsulfamoyl)phenyl]-1-piperidyl]-2-oxo-acetyl]amino]pyridine-3-carboxamide C[C@@H]1CC[C@H](N(C1)C(C(=O)NC=1C=C(C=NC1)C(=O)N)=O)C1=CC=C(C=C1)S(NC)(=O)=O